4-((4-hydroxybut-2-yn-1-yl)oxy)-3-(benzenesulfonyl)-1,2,5-oxadiazole-2-oxide OCC#CCOC=1C(=[N+](ON1)[O-])S(=O)(=O)C1=CC=CC=C1